C(N)(=O)C1=CC2=C(N(C(=N2)C=2C3=C(SC2C(=O)O)C=CC=C3Cl)C)C=C1 3-(5-Carbamoyl-1-methyl-1H-benzo[d]imidazol-2-yl)-4-chlorobenzo[b]thiophene-2-carboxylic acid